1-pyrrolidino-1-cyclohexene N1(CCCC1)C1=CCCCC1